C(C1=CC=CC=C1)(=O)OCC(C)OC(C1=CC=CC=C1)=O (1,2-propanediol) dibenzoate